ClCC1=CC=C(N=N1)C1=C(C=C(C=C1C)C(F)(F)F)O 2-[6-(chloromethyl)pyridazin-3-yl]-3-methyl-5-(trifluoromethyl)phenol